C(C)N[C@@H]1CN(S(C2=C1C=C(S2)S(=O)(=O)N)(=O)=O)CCCOC (4S)-4-(Ethylamino)-2-(3-methoxypropyl)-3,4-dihydro-2H-thieno[3,2-e][1,2]thiazine-6-sulfonamide 1,1-dioxide